[Cl-].CC(C)(OC(=O)NCCNC(=O)OC[N+]1=C(N(C=C1)CC1CCC=2N(C3=CC=CC=C3C2C1=O)C)C)C 3-[[[[[2-[[(1,1-dimethylethoxy)carbonyl]amino]ethyl]amino]carbonyl]oxy]methyl]-2-methyl-1-[(2,3,4,9-tetrahydro-9-methyl-4-oxo-1H-carbazol-3-yl)methyl]-1H-imidazolium chloride